BrC1=C(C(=C(C(=O)O)C=C1)N1CCC2(CC2)CC1)F 4-bromo-3-fluoro-2-(6-azaspiro[2.5]oct-6-yl)benzoic acid